5-((3,6-diethyl-3,4-dihydroquinolin-1(2H)-yl)sulfonyl)-2-((tetrahydro-2H-pyran-4-yl)methoxy)benzyl Alcohol C(C)C1CN(C2=CC=C(C=C2C1)CC)S(=O)(=O)C=1C=CC(=C(CO)C1)OCC1CCOCC1